C(CCCCCCCCCCCCCCC)(=O)[O-] hexadecaneAt